ClC1=C(C(=CC=C1)F)NC(C1=C(C=C(C=C1)N1N=C(N(C1=O)CC)C=O)O[C@H](C(F)(F)F)C)=O N-(2-chloro-6-fluorophenyl)-4-(4-ethyl-3-formyl-5-oxo-4,5-dihydro-1H-1,2,4-triazole-1-yl)-2-{[(2S)-1,1,1-trifluoropropan-2-yl]Oxy}benzamide